2,6-dibromobenzyl azide BrC1=C(CN=[N+]=[N-])C(=CC=C1)Br